CN1N=C(C=C1)CNC1=C2C(=NC(=C1)N)C=C(S2)C2=CC=NN2 N7-(1-methyl-1H-pyrazol-3-yl)methyl-2-(1H-pyrazol-5-yl)thieno[3,2-b]pyridine-5,7-diamine